[2H]CN deuteromethylamine